N-[3-chloro-4-[4-(piperidine-4-carbonyl)piperazine-1-carbonyl]phenyl]-5-[2,3-difluoro-4-[1-(2-methoxyethyl)-5-methyl-pyrazol-4-yl]phenyl]-1-methyl-imidazole-2-carboxamide ClC=1C=C(C=CC1C(=O)N1CCN(CC1)C(=O)C1CCNCC1)NC(=O)C=1N(C(=CN1)C1=C(C(=C(C=C1)C=1C=NN(C1C)CCOC)F)F)C